N-(4-methoxy-2-(methyl(2-(methylamino)ethyl)amino)-5-((4-(8-methylimidazo[1,5-a]-pyridin-3-yl)pyrimidin-2-yl)amino)phenyl)but-2-ynamide COC1=CC(=C(C=C1NC1=NC=CC(=N1)C1=NC=C2N1C=CC=C2C)NC(C#CC)=O)N(CCNC)C